ClC=1C(=CC(=NC1)NC1=CC=NN1C)C=1C=C2N(C[C@@H](N(C2=O)CC2=C(C=C(C=C2)F)CO)COC)C1 (R)-7-(5-chloro-2-((1-methyl-1h-pyrazole-5-yl)amino)pyridine-4-yl)-2-(4-fluoro-2-(hydroxymethyl)benzyl)-3-(methoxymethyl)-3,4-dihydropyrrolo[1,2-a]pyrazine-1(2H)-one